C(C)(=O)NC=1C=C2C(=NC1)NC(=C2)C(=O)O 5-acetamido-1H-pyrrolo[2,3-b]pyridine-2-carboxylic acid